(3S)-3-cyclopropyl-3-(2-methylpyrimidin-5-yl)propanoic acid C1(CC1)[C@H](CC(=O)O)C=1C=NC(=NC1)C